CNC1=C(C(=NN1)C(C)(C)C)C1=CC=CC=C1 5-(methylamino)-3-(2-methylpropan-2-yl)-4-phenyl-1H-pyrazole